[NH4+].F hydrofluoric acid, ammonium salt